N12C(CC(N2C1)=O)=O 1,5-diazabicyclo[3.1.0]hexane-2,4-dione